TETRAMETHYLENE DIISOCYANATE C(CCCN=C=O)N=C=O